4-(6-hydrazinyl-9-(5-methylpyridin-2-yl)-9H-purin-2-yl)morpholine N(N)C1=C2N=CN(C2=NC(=N1)N1CCOCC1)C1=NC=C(C=C1)C